C(C#C)OC1=CC=C(C=O)C=C1 4-(prop-2-ynyloxy)benzaldehyde